OC1=CC=C(C=C1)[C@H]1CCC2=CCCN12 (3R,7aR)-3-(4-hydroxyphenyl)tetrahydro-1H-pyrrolizin